2-methyl-N-(5-methyl-1,3,4-thiadiazol-2-yl)-5-(trans-2-((tetrahydro-2H-pyran-4-ylmethyl)-amino)cyclopropyl)-thiophene-3-carboxamide CC=1SC(=CC1C(=O)NC=1SC(=NN1)C)[C@H]1[C@@H](C1)NCC1CCOCC1